C(C)OC(=O)C1=NN(C(=C1)C(=O)O)C=1C=NC=C(C1)C 3-(ethoxycarbonyl)-1-(5-methylpyridin-3-yl)-1H-pyrazole-5-carboxylic acid